NC=1C(=C(C=CC1)CN1C(OC2=C(C1(C)C)C=CC(=C2)OC=2OC=CN2)=O)F 3-[(3-amino-2-fluorophenyl)methyl]-4,4-dimethyl-7-(1,3-oxazol-2-yloxy)-3,4-dihydro-2H-1,3-benzoxazin-2-one